BrC1=NN(C(=C1)C=C(C)C)C1=C(C=CC(=C1)OCC)F 3-Bromo-1-(5-ethoxy-2-fluorophenyl)-5-(2-methylprop-1-en-1-yl)pyrazole